N1CCC(CC1)C=1N=C2N(N1)C=CS2 2-(Piperidin-4-yl)thiazolo[3,2-b][1,2,4]triazole